2-[6-bromo-4-(difluoromethyl)-7-methyl-indazol-2-yl]-2-(5,5-dimethyl-6,7-dihydropyrrolo[1,2-c]imidazol-1-yl)acetic acid ethyl ester C(C)OC(C(C1=C2N(C=N1)C(CC2)(C)C)N2N=C1C(=C(C=C(C1=C2)C(F)F)Br)C)=O